FC1=C(O[P@@](=O)(OC2=CC=CC=C2)N[C@@H](CC2=CC=CC=C2)C(=O)OCCCCCCCCCCCC)C(=C(C(=C1F)F)F)F dodecyl ((S)-(perfluorophenoxy)(phenoxy)phosphoryl)-L-phenylalaninate